(3-methylphenyl) ethylene oxide CC=1C=C(C=CC1)C1CO1